COC1=C(C=C2C(=NC=NC2=C1)C=1C(=NN(C1)C)C1=CC=CC=C1)NC(=O)N1[C@@H]([C@@H](N(CC1)C(=O)OC(C)(C)C)C)C tert-butyl (2S,3R)-4-((7-methoxy-4-(1-methyl-3-phenyl-1H-pyrazol-4-yl)quinazolin-6-yl)carbamoyl)-2,3-dimethylpiperazine-1-carboxylate